N[C@H](C(=O)NCCC1=CC=CC=C1)CC1=CC=C(C=C1)O (S)-2-amino-3-(4-hydroxyphenyl)-N-phenethyl-propionamide